8-((2S,5R)-4-acryloyl-2,5-dimethylpiperazin-1-yl)-11-(2-amino-7-fluorobenzo[d]thiazol-4-yl)-10-(trifluoromethyl)-2H-spiro[[1,4]thiazepino[2,3,4-ij]quinazoline-3,3'-oxetan]-6(4H)-one C(C=C)(=O)N1C[C@@H](N(C[C@H]1C)C1=NC(N2C3=C(C(=C(C=C13)C(F)(F)F)C1=CC=C(C3=C1N=C(S3)N)F)SCC3(COC3)C2)=O)C